ClC1=C(C=CC(=C1)C(F)(F)F)C1=CC=C(C(=N1)C(=O)OC)F Methyl 6-(2-chloro-4-(trifluoromethyl) phenyl)-3-fluoropicolinate